N-hydroxy-2-(7-phenyl-5-(trifluoromethyl)-1H-benzo[d]imidazol-2-yl)isoindoline-4-carboxamide ONC(=O)C=1C=2CN(CC2C=CC1)C1=NC2=C(N1)C(=CC(=C2)C(F)(F)F)C2=CC=CC=C2